Ethyl (S)-3-((tert-butoxycarbonyl)amino)-3-(4-fluoro-2'-hydroxy-6'-methyl-[1,1'-biphenyl]-3-yl)propanoate C(C)(C)(C)OC(=O)N[C@@H](CC(=O)OCC)C=1C=C(C=CC1F)C1=C(C=CC=C1C)O